tert-butyl (6-(2,6-dichloro-3,5-dimethoxyphenyl)-2-(methylamino)-7-oxopyrido[2,3-d]pyrimidin-8(7H)-yl)-2-azaspiro[3.3]heptane-2-carboxylate ClC1=C(C(=C(C=C1OC)OC)Cl)C1=CC2=C(N=C(N=C2)NC)N(C1=O)C1N(CC12CCC2)C(=O)OC(C)(C)C